C(C)OC(=O)C1=C(N(C2=CC=C(C(=C12)CN1CCCCC1)O)C1=CC=CC=C1)C hydroxy-2-methyl-1-phenyl-4-(piperidin-1-ylmethyl)-1H-indole-3-carboxylic acid ethyl ester